5-(benzyloxy)-6-hydrazinylpyridine-3-carboxylic acid C(C1=CC=CC=C1)OC=1C=C(C=NC1NN)C(=O)O